2-(1-(2-bromo-1,1-difluoroethyl)-1H-pyrazol-4-yl)-2-methylcyclopentan-1-one BrCC(F)(F)N1N=CC(=C1)C1(C(CCC1)=O)C